Cl.Cl.C[C@H]1CN(C[C@@H](N1C)C)[C@@H](C(=O)O)C (R)-2-((3S,5S)-3,4,5-trimethylpiperazin-1-yl)propionic acid dihydrochloride